FC(C1=C(C(=O)NC(C(=O)O)CC)C=CC=C1)F 2-(2-(difluoromethyl)benzamido)butanoic acid